2,4-bis(t-butoxycarbonylamino)butyric acid C(C)(C)(C)OC(=O)NC(C(=O)O)CCNC(=O)OC(C)(C)C